ClC(C(=O)N=C(NC1=NC2=CC=CC=C2C(=N1)C)NCCCN(C)C)Cl 2,2-Dichloro-N-(((3-(dimethylamino)propyl)amino)((4-methylquinazolin-2-yl)amino)methylene)acetamide